(Z)-2-(thiazol-4-ylmethylene)-6-hydroxybenzofuran-3(2H)-one S1C=NC(=C1)\C=C\1/OC2=C(C1=O)C=CC(=C2)O